5-(2,4-difluorophenyl)-N-[2-(1-methylpyrazol-4-yl)-2-(2-pyridyl)propyl]-1,3,4-thiadiazole-2-carboxamide FC1=C(C=CC(=C1)F)C1=NN=C(S1)C(=O)NCC(C)(C1=NC=CC=C1)C=1C=NN(C1)C